((1-(1-butoxycarbonyl) piperidin-4-yl) amino)-2-chloropyrimidine-4-carboxylate C(CCC)OC(=O)N1CCC(CC1)NC=1C(=NC(=NC1)Cl)C(=O)[O-]